CS(=O)(=O)OCC12CC(C1)C2 1-bicyclo[1.1.1]pentanylmethyl methanesulfonate